FC1(CCNCC1)C=1OC(=NN1)[C@@]12CN(C[C@]2(C1)C(F)(F)F)C1=C2C=CC=NC2=C(C=C1)OC(F)(F)F 2-(4-fluoropiperidin-4-yl)-5-((1S,5R)-3-(8-(trifluoromethoxy)quinolin-5-yl)-5-(trifluoromethyl)-3-azabicyclo[3.1.0]hexan-1-yl)-1,3,4-oxadiazole